(2-(3-bromo-2-chlorophenyl)ethynyl)trimethylsilane BrC=1C(=C(C=CC1)C#C[Si](C)(C)C)Cl